5-(1-ethyl-1H-benzo[d][1,2,3]triazol-6-yl)-N-((1-methylcyclopropyl)methyl)-7H-pyrrolo[2,3-d]pyrimidin-2-amine C(C)N1N=NC2=C1C=C(C=C2)C2=CNC=1N=C(N=CC12)NCC1(CC1)C